ClC1=CC=C(COC2=CC=C(CC3C(NC(NC3=O)=S)=O)C=C2)C=C1 5-(4-((4-chlorobenzyl)oxy)benzyl)-2-thioxodihydropyrimidine-4,6(1H,5H)-dione